(5-chlorobenzo[d]isothiazol-3-yl)methanamine ClC=1C=CC2=C(C(=NS2)CN)C1